CC1CCC(CC1)NC(OC1=CC(=CC=C1)C1=NC=CC(=C1)C=1OC=NN1)=O 3-(4-(1,3,4-oxadiazol-2-yl)pyridin-2-yl)phenyl (4-methylcyclohexyl)carbamate